1-(2-Chloropyridin-4-yl)azetidin-3-yl (R)-4-(azetidin-1-yl)-2,5-dimethyl-5,7-dihydro-6H-pyrrolo[3,4-d]pyrimidine-6-carboxylate fumarate C(\C=C\C(=O)O)(=O)O.N1(CCC1)C=1C2=C(N=C(N1)C)CN([C@@H]2C)C(=O)OC2CN(C2)C2=CC(=NC=C2)Cl